ethyl 3-[tert-butoxycarbonyl(methyl)amino]-5-chloro-3,4-dihydro-2H-thieno[3,4-b]pyran-7-carboxylate C(C)(C)(C)OC(=O)N(C1CC=2C(OC1)=C(SC2Cl)C(=O)OCC)C